FC(CN1N=CC=2C1=NC(=CN2)N2CCC1(CC(N(C1)CC1=NC=C(N=C1)C(F)(F)F)=O)CC2)F 8-(1-(2,2-difluoroethyl)-1H-pyrazolo[3,4-b]pyrazin-6-yl)-2-((5-(trifluoromethyl)pyrazin-2-yl)methyl)-2,8-diazaspiro[4.5]decan-3-one